3-butoxybenzylidene malonate C1(CC(=O)OC(C2=CC(=CC=C2)OCCCC)O1)=O